CN1C(NC2=CC(=CC=C2C1C)C(=O)NCC1=C(C=C(C=C1F)F)F)=O 3,4-dimethyl-2-oxo-N-(2,4,6-trifluorobenzyl)-1,2,3,4-tetrahydroquinazoline-7-carboxamide